1-(4-Chloro-2-hydroxy-phenyl)-3-[3-(4-chloro-2-methyl-2H-pyrazol-3-yl)-4-(2-dimethylamino-ethoxy)-phenyl]-urea ClC1=CC(=C(C=C1)NC(=O)NC1=CC(=C(C=C1)OCCN(C)C)C=1N(N=CC1Cl)C)O